C(C(C)C)OC(=O)N1CCNCC1 piperazine-1-carboxylic acid isobutyl ester